N-(5-(pyrrolidin-1-ylsulfonyl)pyridin-2-yl)-1H-indol-6-amine N1(CCCC1)S(=O)(=O)C=1C=CC(=NC1)NC1=CC=C2C=CNC2=C1